N-(6-(3-(3,3-difluorocyclobutyl)benzyl)-5-isobutyryl-5-azaspiro[2.4]heptan-7-yl)methanesulfonamide FC1(CC(C1)C=1C=C(CC2N(CC3(CC3)C2NS(=O)(=O)C)C(C(C)C)=O)C=CC1)F